FC1=CC(=C(C=C1)NC1=C(C(=O)NC2=CC=C(C(=O)OC)C=C2)C=CC(=C1)C(F)(F)F)C methyl 4-(2-((4-fluoro-2-methylphenyl)-amino)-4-(trifluoromethyl)-benzamido)benzoate